OCC(COC1OC(C(C(C1O)O)O)CO)NC(CCCC=CCC=CCC=CCC=CCCCC)=O N-(1-hydroxy-3-((3,4,5-trihydroxy-6-(hydroxymethyl)tetrahydro-2H-pyran-2-yl)oxy)propan-2-yl)nonadeca-5,8,11,14-tetraenamide